N1=CC(=CC=C1)C1=NOC2(C1C1CCC2C1)C(=O)NC(=O)C1=CC=C(C=C1)C 3-(pyridin-3-yl)-N-(p-toluoyl)-3a,4,5,6,7,7a-hexahydro-4,7-methylenebenzo[d]isoxazole-7a-carboxamide